4-Bromo-2-((2-((tert-butoxycarbonyl)amino)ethyl)amino)benzoic acid BrC1=CC(=C(C(=O)O)C=C1)NCCNC(=O)OC(C)(C)C